3-((2-ethynylcyclohexyl)oxy)-N-(1-(2-(methyl(2-(p-tolyloxy)ethyl)amino)-2-oxoethyl)-1H-pyrazol-4-yl)propanamide hydrochloride Cl.C(#C)C1C(CCCC1)OCCC(=O)NC=1C=NN(C1)CC(=O)N(CCOC1=CC=C(C=C1)C)C